CC(C(=O)C1=CC=C(C=C1)N1CCOCC1)(C)N1CCOCC1 2-methyl-1-(4-morpholinophenyl)-2-morpholino-1-propanone